N1(N=CN=C1)C1=NC=C(C2=CC=CC=C12)[C@H](C)N(C(=O)NC1=CC=C(C=C1)F)CC(C)C (S)-1-(1-(1-(1H-1,2,4-triazol-1-yl)isoquinolin-4-yl)ethyl)-3-(4-fluorophenyl)-1-isobutyl-urea